NC=1C=C(C(=O)NC2=CC(=CC=C2)N)C=CC1 3,3'-Diaminobenzanilide